tert-butyl 2-(isopropylcarbamoyl)-4,6,7,8-tetrahydropyrazolo[1,5-a][1,4]diazepine-5-carboxylate C(C)(C)NC(=O)C1=NN2C(CN(CCC2)C(=O)OC(C)(C)C)=C1